Cl.ClC1=C(C(=O)N2CCN(CC2)C(CNC)=O)C=CC(=C1)NC=1C=2N(C=CN1)C(=CN2)C2=CC(=C(C=C2)OC)F 1-(4-(2-chloro-4-((3-(3-fluoro-4-methoxyphenyl)imidazo[1,2-a]pyrazin-8-yl)amino)benzoyl)piperazin-1-yl)-2-(methyl-amino)ethan-1-one hydrochloride